BrC=1N=C(SC1)NC(C1=CC=C(C=C1)N1CCOCC1)=O N-(4-bromothiazol-2-yl)-4-morpholinobenzamide